FC1=C(C=CC(=C1)OC(F)(F)F)C1(CC1)C(=O)O 1-[2-Fluoro-4-(trifluoromethoxy)phenyl]cyclopropane-carboxylic acid